C1=CC=CC=2C3=CC=CC=C3C(C12)COC(=O)N[C@H](C(=O)O)CCC1=CC=C2C=CN(C2=C1)C (2S)-2-(9H-fluoren-9-ylmethoxycarbonylamino)-4-(1-methylindol-6-yl)butanoic acid